1,1'-[[2-[(2-hydroxypropyl)amino]ethyl]imino]di-2-propanol OC(CNCCN(CC(C)O)CC(C)O)C